(4aR,8aS)-6-[6-[[5-(trifluoromethyl)-1H-pyrazolo[3,4-b]pyridin-3-yl]methyl]-2-azaspiro[3.3]heptane-2-carbonyl]-4,4a,5,7,8,8a-hexahydropyrido[4,3-b][1,4]oxazin-3-one FC(C=1C=C2C(=NC1)NN=C2CC2CC1(CN(C1)C(=O)N1C[C@@H]3[C@@H](OCC(N3)=O)CC1)C2)(F)F